FC(OC1=C(C=C(C=C1)S(=O)(=O)C=1C=NN(C1)C)C1=NN(C=C1NC(=O)C=1C=NN2C1N=CC=C2)C)F N-(3-(2-(difluoromethoxy)-5-((1-methyl-1H-pyrazol-4-yl)sulfonyl)phenyl)-1-methyl-1H-pyrazol-4-yl)pyrazolo[1,5-a]pyrimidine-3-carboxamide